2-acryloamido-2-methyl-1-propanesulfonic acid C(C=C)(=O)NC(CS(=O)(=O)O)(C)C